(S)-4-(3-aminopiperidin-1-yl)-N6-(2-(2-fluoro-6-methoxyphenyl)pyrimidin-4-yl)-N6',N6'-dimethyl-[3,3'-bipyridin]-6,6'-diamine N[C@@H]1CN(CCC1)C1=C(C=NC(=C1)NC1=NC(=NC=C1)C1=C(C=CC=C1OC)F)C=1C=NC(=CC1)N(C)C